C(C1=CC=C(C(=O)OCCC(C)C)C=C1)(=O)OCCCCC (n-pentyl) (isopentyl) terephthalate